formamidine hydrogen chloride Cl.C(=N)N